Naphtho[2,1-d]Furan-7-yl-6-(1-naphthyl)-1,3,5-triazine O1C=CC2=C1C1=CC=C(C=C1C=C2)C2=NC(=NC=N2)C2=CC=CC1=CC=CC=C21